(S)-7-((5-(3-methoxypiperidin-1-yl)pyridin-2-yl)amino)-4-(7-fluoroimidazo[1,2-a]pyridin-3-yl)isoindolin-1-one CO[C@@H]1CN(CCC1)C=1C=CC(=NC1)NC=1C=CC(=C2CNC(C12)=O)C1=CN=C2N1C=CC(=C2)F